ClC1=CC=C(C(=N1)C(=O)O)NC(C)C1=C2N=C(C(=NC2=CC(=C1)C)C#N)NC1CC(C1)(F)F 6-chloro-3-((1-(2-cyano-3-((3,3-difluorocyclobutyl)amino)-7-methylquinoxalin-5-yl)ethyl)amino)picolinic acid